C(=O)C1=CC=C(C=C1)C#CC(=O)O 4-formylphenyl-propiolic acid